2-(benzyloxy)-N-(3-cyano-1H-indol-7-yl)-1-(2-hydroxy-2-methylpropyl)-N-{[2-(trimethylsilyl)ethoxy]methyl}-2,3-dihydroimidazole-4-sulfonamide C(C1=CC=CC=C1)OC1N(C=C(N1)S(=O)(=O)N(COCC[Si](C)(C)C)C=1C=CC=C2C(=CNC12)C#N)CC(C)(C)O